N-(3-CHLORO-4-((2-METHOXYETHYL)(METHYL)CARBAMOYL)PHENYL)-4-CYCLOPROPYL-3-PHENYL-ISOTHIAZOLE-5-CARBOXAMIDE ClC=1C=C(C=CC1C(N(C)CCOC)=O)NC(=O)C1=C(C(=NS1)C1=CC=CC=C1)C1CC1